CN(S(=O)(=O)C)C1=CC=C(C=C1)OC[C@H]1OC1 (S)-N-methyl-N-(4-(oxiran-2-ylmethoxy)phenyl)methanesulfonamide